ClCC1=CC=C(C=C1)N1N=C(C=C1C1CC1)C(F)(F)F 1-(4-(chloromethyl)phenyl)-5-cyclopropyl-3-(trifluoromethyl)-1H-pyrazole